1-(6-(2-hydroxyphenyl)pyridazin-4-yl)-4-(pyridin-3-yl)piperidine-4-carboxylic acid OC1=C(C=CC=C1)C1=CC(=CN=N1)N1CCC(CC1)(C(=O)O)C=1C=NC=CC1